(5-(6-(2,6-difluoro-3,5-dimethoxyphenyl)-4,5,6,7-tetrahydro-1H-indazol-3-yl)-1-methyl-1H-pyrazol-4-yl)-2-fluoroacrylamide FC1=C(C(=C(C=C1OC)OC)F)C1CCC=2C(=NNC2C1)C1=C(C=NN1C)C=C(C(=O)N)F